O=C1NC(CCC1C=1C=C2CCN(CC2=CC1)C(CN1CCC(CC1)N1C(C2=CC(=C(C=C2C1)NC(=O)C=1C=NN2C1N=CC=C2)OC(C)C)=O)=O)=O N-(2-(1-(2-(6-(2,6-dioxopiperidin-3-yl)-3,4-dihydroisoquinolin-2(1H)-yl)-2-oxoethyl)piperidin-4-yl)-6-isopropoxy-1-oxoisoindolin-5-yl)pyrazolo[1,5-a]pyrimidine-3-carboxamide